(2S,3R)-3-(tert-butoxy)-2-((tert-butoxycarbonyl)amino)butanoic acid C(C)(C)(C)O[C@@H]([C@@H](C(=O)O)NC(=O)OC(C)(C)C)C